OCC1=C(C=CC=2C3=CC=CC=C3CC12)C(=O)N (hydroxymethyl)-9H-fluorene-2-carboxamide